CN1CCC12CNC2 methyl-1,6-diazaspiro[3.3]heptan